[Li+].CC1(C(=O)[O-])CC(C(=O)[O-])(CC(=C1)S(=O)(=O)[O-])C.[Li+].[Li+] 1,3-dimethyl-5-sulfoisophthalic acid lithium salt